N(=[N+]=[N-])CC=1N=C(OC1)C1=CC(N(C=C1)C(C)C)=O 4-(4-(azidomethyl)oxazol-2-yl)-1-isopropylpyridin-2(1H)-one